C(C)(C)(C)OC(=O)N1C[C@H](CC1)NC1=C2C=CC=NC2=C(C=C1)C(F)(F)F.CC1=CC=C(C=C1)C1=NC=CC=C1 2-(4-methylphenyl)pyridine tert-butyl-(S)-3-((8-(trifluoromethyl)quinolin-5-yl)amino)pyrrolidine-1-carboxylate